C1(CCC1)N([C@@H](C)C(=O)O)P(=O)(OC1=C(C(=C(C(=C1F)F)F)F)F)OC1=CC=C(C=C1)C(C)(C)C.FC1=CC=C(CN2C(OC(C2)=C)=O)C=C1 3-(4-fluorobenzyl)-5-methyleneoxazolidin-2-one Cyclobutyl-((4-(tert-butyl)phenoxy)(perfluorophenoxy)phosphoryl)-L-alaninate